Cl.C(#N)C1=C(N=C(S1)N(C1=C(N=C2N1C=C(C=C2)C=2C=NC(=NC2)N2CCC(CC2)NC(=O)C2CCNCC2)CC)C)C2=CC=C(C=C2)F N-(1-(5-(3-((5-cyano-4-(4-fluorophenyl)thiazol-2-yl)(methyl)amino)-2-ethylimidazo[1,2-a]pyridin-6-yl)pyrimidin-2-yl)piperidin-4-yl)piperidine-4-carboxamide hydrochloride